[Ca].CC=1N(C(=CC1)C=1SC=C(C1)C)CC(C(=O)O)(C1=CC=CC=C1)OCC 2-methyl-5-(4-methylthiophenyl)-pyrrol-1-yl-ethoxyphenyl-propionic acid calcium